BrC1=CC(=C(C=C1)COC1=CC=CC(=N1)C1=CC(=C(C=C1F)CC=1N(C2=C(N1)C=CC(=C2)C(=O)OC)C[C@H]2OCC2)F)F Methyl 2-[[4-[6-[(4-bromo-2-fluorophenyl)methoxy]-2-pyridyl]-2,5-difluoro-phenyl]methyl]-3-[[(2S)-oxetan-2-yl]methyl]benzimidazole-5-carboxylate